tert.-Butyl-3-{[2-(4-isopropylphenyl)imidazo-[1,2-a]pyridin-3-yl]methyl}-3,8-diazabicyclo[3.2.1]octan-8-carboxylat C(C)(C)(C)OC(=O)N1C2CN(CC1CC2)CC2=C(N=C1N2C=CC=C1)C1=CC=C(C=C1)C(C)C